(2-ethoxycyclohexane-1-yl)methylamine C(C)OC1C(CCCC1)CN